COC(CCCC)=O Methylvalerat